bis-[2,2,6,6-tetramethyl-4-piperidyl] sebacate C(CCCCCCCCC(=O)OC1CC(NC(C1)(C)C)(C)C)(=O)OC1CC(NC(C1)(C)C)(C)C